((3R,4R)-1-(4,6-difluoro-1H-benzoimidazol-2-yl)-4-fluoropiperidin-3-yl) carbamate C(N)(O[C@@H]1CN(CC[C@H]1F)C1=NC2=C(N1)C=C(C=C2F)F)=O